C1(CCCCC1)N(C(=O)C=1C=C2C=CC=CC2=CC1)C1CCCCC1 6-naphthalic acid dicyclohexylamide